CC1=C(C=NC=C1B1OC(C(O1)(C)C)(C)C)NC([O-])=O N-[4-methyl-5-(4,4,5,5-tetramethyl-1,3,2-dioxaborolan-2-yl)-3-pyridyl]carbamate